C1(CCC1)C=1C(=NN(C1NC(CC1CC(C1)(F)F)=O)C)C1(CC1)C1=CC=CC=C1 N-(4-cyclobutyl-1-methyl-3-(1-phenylcyclopropyl)-1H-pyrazol-5-yl)-2-(3,3-difluorocyclobutyl)acetamide